Methyl (R)-5-(6-benzyl-7-methyl-5,6,7,8-tetrahydropyrido[4,3-d]pyrimidin-4-yl)-3,6-dihydropyridine-1(2H)-carboxylate bis(trifluoroacetate) FC(C(=O)O)(F)F.FC(C(=O)O)(F)F.C(C1=CC=CC=C1)N1CC2=C(N=CN=C2C2=CCCN(C2)C(=O)OC)C[C@H]1C